C(C)C(C(=O)OC[C@@H]1[C@H]([C@H]([C@@H](O1)N1C=NC=2C(NCC=C(C)C)=NC=NC12)O)O)CNCCC=C N6-(2-Isopentenyl)adenosin ethyl-3-(but-3-enylamino)propanoate